[C@H]12CN(C[C@H](CC1)N2)C2=CC(NC1=C(C(=NC=C21)Cl)F)=O 4-((1R,5S)-3,8-diazabicyclo[3.2.1]oct-3-yl)-7-chloro-8-fluoro-1,6-naphthyridin-2(1H)-one